[NH4+].S(=O)(=O)([O-])OOS(=O)(=O)[O-].[NH4+] persulphate ammonium